methyl 4-((3-bromoimidazo[1,2-b]pyridazin-6-yl)amino)bicyclo[2.2.2]octane-1-carboxylate BrC1=CN=C2N1N=C(C=C2)NC21CCC(CC2)(CC1)C(=O)OC